(5S)-5-({[tert-butyl-(dimethyl)silyl]oxy}methyl)morpholin-3-one C(C)(C)(C)[Si](OC[C@@H]1COCC(N1)=O)(C)C